BrC1=CC=C(C=C1)C(C)(CC)C=1N=C(SC1)NC(=O)NCC1=CC=C(C=C1)N1CCNCC1 1-(4-(2-(4-bromophenyl)-butan-2-yl)thiazol-2-yl)-3-(4-(piperazin-1-yl)benzyl)-urea